(E)-N-butyl-2-cyano-3-(4-(naphthalen-1-yl)thiophen-2-yl)acrylamide C(CCC)NC(\C(=C\C=1SC=C(C1)C1=CC=CC2=CC=CC=C12)\C#N)=O